di(biphenylyl)(triphenylenylphenyl)triazine C1(=C(C=CC=C1)C1=C(C(=NN=N1)C1=C(C=CC=C1)C1=CC=CC=2C3=CC=CC=C3C3=CC=CC=C3C12)C1=C(C=CC=C1)C1=CC=CC=C1)C1=CC=CC=C1